Methylaminolead chloride CN[Pb]Cl